2-[4-bromo-2-(1,1-difluoropropyl)phenoxy]acetic acid BrC1=CC(=C(OCC(=O)O)C=C1)C(CC)(F)F